COC1=C(C(C=O)=CC=C1)O 3-methoxysalicylaldehyde